O=CCOCCOCCOCCOCCNC(OC(C)(C)C)=O tert-butyl N-[2-[2-[2-[2-(2-oxoethoxy)ethoxy]ethoxy]ethoxy]ethyl]carbamate